2-(Bis(4-methoxybenzyl)amino)-4-((2-methoxyethyl)amino)pyrimidine COC1=CC=C(CN(C2=NC=CC(=N2)NCCOC)CC2=CC=C(C=C2)OC)C=C1